C1(=CC=CC2=CC=CC=C12)N=C=O α-naphthylisocyanate